NC1=NC(=CC(=N1)N1[C@H](COCCC1)C1=C(C=C(C=C1)NC1CN(C1)C(C)=O)Cl)C (S)-1-(3-((4-(4-(2-amino-6-methylpyrimidin-4-yl)-1,4-oxazepan-3-yl)-3-chlorophenyl)amino)azetidin-1-yl)ethan-1-one